CC1=NNC(=C1C1=C(C=C(NC([C@H]([C@@H]2CC[C@H](CC2)C)NC(=O)C=2N(N=CC2)C(C)C)=O)C=C1)O)C N-[(1S)-2-[4-(3,5-dimethyl-1H-pyrazol-4-yl)-3-hydroxy-anilino]-1-(trans-4-methylcyclohexyl)-2-oxo-ethyl]-2-isopropyl-pyrazole-3-carboxamide